6-(cyclopropanecarboxamido)-4-((2-methoxy-3-(5-(2-methylethyl)-1,2,4-oxadiazol-3-yl)phenyl)Amino)-N-methylpyridazine-3-carboxamide C1(CC1)C(=O)NC1=CC(=C(N=N1)C(=O)NC)NC1=C(C(=CC=C1)C1=NOC(=N1)CCC)OC